Tri(diethylamino)sulfonium chloride salt [Cl-].C(C)N(CC)[S+](N(CC)CC)N(CC)CC